O=CNCC(NC(CC(NCCOCCC(NCCC(NC(CCCCCCCCCCCCCCCCC(=O)O)=O)C(=O)O)=O)=O)C(=O)O)=O 1,4,8,15,21-pentaoxo-12-oxa-2,5,9,16,20-pentaazaheptatriacontane-6,19,37-tricarboxylic acid